CC(C(=O)[O-])CC 2-methylbutanoate